[Cl-].C[N+](CCC[Si](OC)(OC)OC)(C)CCCCCCCCCCCCCCCCCC N,N-dimethyl-N-(3-(trimethoxysilyl)propyl)octadecyl-ammonium chloride